FC1=C2C(=NN(C2=C(C(=C1F)F)F)[BH-](N1N=C(C2=C(C(=C(C(=C12)F)F)F)F)C(F)(F)F)N1N=C(C2=C(C(=C(C(=C12)F)F)F)F)C(F)(F)F)C(F)(F)F.[Li+] Lithium tris(4,5,6,7-tetrafluoro-3-(trifluoromethyl)-1H-indazol-1-yl)borohydride